BrC=1C=C(C(=NC1)C=O)OC 5-Bromo-3-methoxypyridinecarbaldehyde